FC(C(C(F)(F)F)(O)C1=NN(C=C1)COCC[Si](C)(C)C)(F)F 1,1,1,3,3,3-Hexafluoro-2-[1-(2-trimethylsilylethoxymethyl)pyrazol-3-yl]propan-2-ol